1-Nitro-2-cyclopropoxybenzene [N+](=O)([O-])C1=C(C=CC=C1)OC1CC1